4-(2-chloro-9-(methylsulfonyl)-9H-purin-6-yl)-3-methylmorpholine ClC1=NC(=C2N=CN(C2=N1)S(=O)(=O)C)N1C(COCC1)C